(1S,2R)-2-((S)-8-([1,2,4]Triazolo[4,3-a]pyridin-3-ylmethoxy)-5-bromo-1-((1-oxoisoindolin-2-yl)methyl)-1,2,3,4-tetrahydroisochinolin-2-carbonyl)cyclohexan N=1N=C(N2C1C=CC=C2)COC=2C=CC(=C1CCN([C@@H](C21)CN2C(C1=CC=CC=C1C2)=O)C(=O)C2CCCCC2)Br